1-(6-methoxy-1H-benzo[d]imidazol-2-yl)hexahydropyrrolo[3,4-b]pyrrole-5(1H)-carbonitrile COC=1C=CC2=C(NC(=N2)N2C3C(CC2)CN(C3)C#N)C1